N-[3-(1,4-oxazepan-4-yl)-4-(4-propylpiperazine-1-carbonyl)phenyl]cyclopropanecarboxamide O1CCN(CCC1)C=1C=C(C=CC1C(=O)N1CCN(CC1)CCC)NC(=O)C1CC1